ClC1=C(C=C(C(=C1)F)C1=C(C(=C(C(=C1F)F)F)F)F)/C=C/C(=O)OC methyl (E)-3-(4-chloro-2',3',4',5',6,6'-hexafluoro-[1,1'-biphenyl]-3-yl)acrylate